N-(1-methyl-3-(4'-(oxetan-3-yloxy)-4,5,5',6'-tetrahydro-2H-spiro[furan-3,8'-pyrano[3,4-b]pyridin]-2'-yl)-1H-pyrrolo[2,3-c]pyridin-5-yl)acetamide-2,2,2-d3 CN1C=C(C=2C1=CN=C(C2)NC(C([2H])([2H])[2H])=O)C2=CC(=C1C(=N2)C2(OCC1)COCC2)OC2COC2